4-(2,6-difluoro-4-{(5R)-5-[(1H-1,2,3-triazol-1-yl)methyl]-4,5-dihydro-1,2-oxazol-3-yl}phenyl)thian-4-ol FC1=C(C(=CC(=C1)C1=NO[C@H](C1)CN1N=NC=C1)F)C1(CCSCC1)O